CC(CCC)CCC 4-Methylheptan